CC1(CC(=C(CC1)CN1CCN(CC1)C1=CC=C(C(=O)O)C=C1)C1=C(SC=C1)C)C 4-(4-((4,4-dimethyl-2-(2-methylthiophene-3-yl)cyclohex-1-en-1-yl)methyl)piperazin-1-yl)benzoic acid